CN(CC(=O)N1C[C@@H](CCC1)N1C(NC2=C1C=C(C(=C2)C=2C=C(C=1N(C2)N=CN1)OC)CC)=O)C (R)-1-(1-(Dimethylglycyl)piperidin-3-yl)-6-ethyl-5-(8-methoxy-[1,2,4]triazolo[1,5-a]pyridin-6-yl)-1,3-dihydro-2H-benzo[d]imidazol-2-on